COC(=O)C1=CC=C(C=C1)C=1N(C=C(N1)C)C(=O)OC(C)(C)C tert-butyl 2-(4-(methoxycarbonyl)phenyl)-4-methyl-1H-imidazole-1-carboxylate